CC=1C(=CC=2C(CC(C(C2C1)(C)C)C)(C)C)C(C)=O 1-(3,5,5,6,8,8-hexamethyl-5,6,7,8-tetrahydronaphthalen-2-yl)ethanone